n-ethoxyethyl-acrylamide C(C)OCCNC(C=C)=O